propan-2-yl 6-(dimethylamino)-6-oxohexanoate CN(C(CCCCC(=O)OC(C)C)=O)C